tert-butyl 4-(3-fluoro-5-((methylsulfonyl)oxy)pyridin-2-yl)-1-methyl-1H-pyrazole-5-carboxylate FC=1C(=NC=C(C1)OS(=O)(=O)C)C=1C=NN(C1C(=O)OC(C)(C)C)C